FC1=C2C=C(NC2=CC=C1)C(=O)N[C@H](C(N[C@H](C=C=O)C[C@H]1C(NCC1)=C=O)=C=O)CC1CCCCC1 4-Fluoro-N-{(S)-1-carbonyl-1-{{(S)-1-carbonyl-3-[(S)-2-carbonylpyrrolidin-3-yl]propan-2-yl}amino}-3-cyclohexylpropan-2-yl}-1H-indole-2-carboxamide